N-methyl-glycine ethyl ester nitrate [N+](=O)(O)[O-].C(C)OC(CNC)=O